bis(3-phenyl-4-methoxycarbonylbenzyl)amine C1(=CC=CC=C1)C=1C=C(CNCC2=CC(=C(C=C2)C(=O)OC)C2=CC=CC=C2)C=CC1C(=O)OC